C(CC)O PROPANE-1-OL